8-cyclobutoxy-N-(7-((2-(piperidin-4-yl)ethyl)sulfonyl)-7-azaspiro[3.5]nonan-2-yl)-7-(1H-pyrazol-4-yl)-[1,2,4]triazolo[1,5-c]pyrimidin-2-amine C1(CCC1)OC=1C=2N(C=NC1C=1C=NNC1)N=C(N2)NC2CC1(C2)CCN(CC1)S(=O)(=O)CCC1CCNCC1